S1N=C(C=C1)C1=C(N[C@H](C)C=2C=C(C=C3C(C(=C(OC23)C=2C=NC=CC2)C)=O)C)C=CC=C1 8-[(1R)-1-(2-Isothiazol-3-ylanilino)ethyl]-3,6-dimethyl-2-(3-pyridyl)-chromen-4-one